O=C1NC(CCC1N1CC2=CC=C(C=C2C1=O)OCCCCC(=O)OC)=O methyl 5-((2-(2,6-dioxopiperidin-3-yl)-3-oxoisoindolin-5-yl)oxy)pentanoate